L-tert-Leucinol N[C@@H](C(C)(C)C)CO